ClC1=CC(=NC(=C1)N1[C@H](CCCC1)CC)C(=O)NC1=CC=C(C(=O)O)C=C1 (S)-4-(4-chloro-6-(2-ethylpiperidin-1-yl)pyridinamido)benzoic acid